3-[4-(1H-pyrrolo[2,3-b]pyridin-4-yl)-1H-pyrazol-1-yl]propanenitrile trifluoroacetate salt FC(C(=O)O)(F)F.N1C=CC=2C1=NC=CC2C=2C=NN(C2)CCC#N